OC1C[C@H](N(C1)CCCCCC(=O)OCCCCCCCCC(C)C)C(=O)OCCCCCCCC(=O)OC(CCCCCCCC)CCCCCCCC [8-(1-octylnonoxy)-8-oxo-octyl] (2S)-4-hydroxy-1-[6-(9-methyldecoxy)-6-oxo-hexyl]pyrrolidine-2-carboxylate